C(/C)=C/1\CC2C3CC4=CC=CC=C4OC3C1C2 (Z)-3-ethylidene-2,3,4,4a,9,9a-hexahydro-1H-1,4-methanoxanthene